OC1=C(C=C(C(=C1)O)[C@H]1[C@@H](CCC(=C1)C)C(=C)C)C(=O)NCCC1=CC=C(C=C1)OC (1'R,2'R)-4,6-dihydroxy-N-(4-methoxyphenethyl)-5'-methyl-2'-(prop-1-en-2-yl)-1',2',3',4'-tetrahydro-[1,1'-biphenyl]-3-carboxamide